3-(butoxycarbonyl)-2-chloro-1-dodecylpyridin-1-ium C(CCC)OC(=O)C=1C(=[N+](C=CC1)CCCCCCCCCCCC)Cl